CN1C(N(C2=C1C=C(C(=C2)NC2=C1C(N(C(C1=CC=C2)=O)C2C(NC(CC2)=O)=O)=O)C2=CC(=NC=C2)C)C)=O 4-((1,3-dimethyl-6-(2-methylpyridin-4-yl)-2-oxo-2,3-dihydro-1H-benzo[d]imidazol-5-yl)amino)-2-(2,6-dioxopiperidin-3-yl)isoindoline-1,3-dione